COC1=CC=C(C2=C1NC(=N2)NC(=O)C=2N=CNC2)C2=CC=CC=C2 N-(7-methoxy-4-phenyl-1H-1,3-benzodiazol-2-yl)-1H-imidazole-4-carboxamide